ClC1=CC(=C(CO[C@@H]2C[C@H](C2)C(=O)NCC2=C(C(=C(C=C2)C(F)(F)F)C=2NC(C=C(N2)CC)=O)F)C=C1)F trans-3-[(4-chloro-2-fluorobenzyl)oxy]-N-[3-(4-ethyl-6-oxo-1,6-dihydropyrimidin-2-yl)-2-Fluoro-4-(trifluoromethyl)benzyl]cyclobutane-1-carboxamide